FC1=C(C(=CC=C1)F)[C@H]1CCCC=2N1N=C(N2)C(=O)N[C@@H]2C(N(C=1N(CC2)N=CC1)C)=O |r| rac-(5R)-5-(2,6-Difluorophenyl)-N-[rac-(6S)-4-methyl-5-oxo-7,8-dihydro-6H-pyrazolo[1,5-a][1,3]diazepin-6-yl]-5,6,7,8-tetrahydro-[1,2,4]triazolo[1,5-a]pyridin-2-carboxamid